N-Cyclopropyl-2-(5-isopropyl-8-oxothiazolo[5',4':4,5]pyrrolo[1,2-d][1,2,4]triazin-7(8H)-yl)acetamid C1(CC1)NC(CN1N=C(N2C(C1=O)=CC1=C2N=CS1)C(C)C)=O